C/1(\CCC2=CC=CC=C12)=N\OCC1=C(C=CC=C1C)\C(\C(=O)OC)=N/OC (2E)-methyl 2-[2-[[(E)-indan-1-ylideneamino] oxymethyl]-3-methyl-phenyl]-2-methoxyimino-acetate